C(C)(=O)O[C@@H]1[C@H](O[C@H]([C@@H]([C@H]1OC(C)=O)OC(C)=O)OC1=C(C=CC(=C1)CO)NC([C@H](C)N)=O)COC(C)=O (2R,3R,4S,5R,6S)-2-(acetoxymethyl)-6-(2-((S)-2-aminopropanamido)-5-(hydroxymethyl) phenoxy)tetrahydro-2H-pyran-3,4,5-triyl triacetate